3-((4-(2-(2-(1,1-difluoroethyl)-4-fluorophenyl)-6-(tetrahydro-2H-pyran-2-yl)-tert-butyl 6H-thieno[2,3-e]indazol-3-oxy)phenyl)thio)azetidine-1-carboxylate FC(C)(F)C1=C(C=CC(=C1)F)C1=C(C=2C(=C3C=NN(C3=CC2C(C)(C)C)C2OCCCC2)S1)OC1=CC=C(C=C1)SC1CN(C1)C(=O)[O-]